ClC1=C(C=NN1C1=C(C=CC=C1)Cl)C=O 5-chloro-1-(2-chlorophenyl)-4-formyl-1H-pyrazole